N,N,N',N',N'',N''-hexaallylphosphoramide C(C=C)N(P(=O)(N(CC=C)CC=C)N(CC=C)CC=C)CC=C